C(#N)C1=CC=C(COC2=C(C=CC(=N2)C2=CC(=C(CC3=NC4=C(N3[C@@H]3COC[C@@H]3COC)C=C(C=C4)C(=O)O)C=C2F)F)F)C=C1 2-(4-(6-((4-cyanobenzyl)oxy)-5-fluoropyridin-2-yl)-2,5-difluorobenzyl)-1-((3S,4S)-4-(methoxymethyl)tetrahydrofuran-3-yl)-1H-benzo[d]imidazole-6-carboxylic acid